FC(C=1C=C(C=CC1)N1C=CC2=CC=CC=C12)(F)F 1-(3-(trifluoromethyl)phenyl)-1H-indole